methyl 6-chloro-1-(3,3-difluorocyclobutyl)-1H-pyrrolo[2,3-b]pyridine-4-carboxylate ClC=1C=C(C2=C(N1)N(C=C2)C2CC(C2)(F)F)C(=O)OC